NC=1C=C2C=CC(=CC2=CC1)CN (6-amino-2-naphthyl)methylamine